[3-(4-pyridyl)-1H-pyrazol-5-yl]methanone N1=CC=C(C=C1)C1=NNC(=C1)C=O